2-[4-amino-1-(1-methylsulfonyl-4-piperidinyl)pyrazolo[3,4-d]pyrimidin-3-yl]-3-chloro-N-methyl-1H-indole-6-carboxamide NC1=C2C(=NC=N1)N(N=C2C=2NC1=CC(=CC=C1C2Cl)C(=O)NC)C2CCN(CC2)S(=O)(=O)C